O=C1OC(CC12CC=CC2)=O 2-oxa-1,3-diketospiro(4.4)non-7-ene